[P].C(\C=C\C)(=O)N crotonamide phosphorus